C(C=C)(=O)OCC=C.C(C=C)(=O)OCC=C.C(C=C)(=O)OCC=C triallyl triacrylate